2-chloro-N-(1-cyanocyclopropyl)-5-[1-[1,3-dimethyl-5-[1,2,2,2-tetrafluoro-1-(trifluoromethyl)ethyl]pyrrol-2-yl]pyrazol-4-yl]benzamide ClC1=C(C(=O)NC2(CC2)C#N)C=C(C=C1)C=1C=NN(C1)C=1N(C(=CC1C)C(C(F)(F)F)(C(F)(F)F)F)C